{1-{1-[(2-chloroquinolin-3-yl)methyl]piperidin-4-yl}-3-[4-(7H-pyrrolo[2,3-d]pyrimidin-4-yl)-1H-pyrazol-1-yl]azetidin-3-yl}acetonitrile ClC1=NC2=CC=CC=C2C=C1CN1CCC(CC1)N1CC(C1)(N1N=CC(=C1)C=1C2=C(N=CN1)NC=C2)CC#N